BrC=1C=C(C=C2C(=C(C(=NC12)C1CCOCC1)C)O)Cl 8-bromo-6-chloro-3-methyl-2-tetrahydropyran-4-yl-quinolin-4-ol